NCC(CN1C(C[C@H](C1)C1=C(C(=CC=C1O)Cl)Cl)=O)O (4S)-1-[3-amino-2-hydroxypropyl]-4-(2,3-dichloro-6-hydroxyphenyl)pyrrolidin-2-one